2-(2-(4-bromo-3-methyl-1H-pyrazol-1-yl)ethyl)-6-methoxypyridine BrC=1C(=NN(C1)CCC1=NC(=CC=C1)OC)C